N-(6-aminohexyl)-2-(7-phenyl-2,7-diazaspiro[4.4]nonan-2-yl)isonicotinamide Ethyl-4-(4-((4'-chloro-4-vinyl-[1,1'-biphenyl]-2-yl)(hydroxy)methyl)piperidin-1-yl)benzoate C(C)OC(C1=CC=C(C=C1)N1CCC(CC1)C(O)C1=C(C=CC(=C1)C=C)C1=CC=C(C=C1)Cl)=O.NCCCCCCNC(C1=CC(=NC=C1)N1CC2(CC1)CN(CC2)C2=CC=CC=C2)=O